9,9'-(2-bromo-1,3-phenylene)bis(3,6-di-tert-butyl-9H-carbazole) BrC1=C(C=CC=C1N1C2=CC=C(C=C2C=2C=C(C=CC12)C(C)(C)C)C(C)(C)C)N1C2=CC=C(C=C2C=2C=C(C=CC12)C(C)(C)C)C(C)(C)C